C(#N)C1=CC(=C(COC2=CC=CC(=N2)C2CCC(CC2)N(C2=NC3=C(N2C)C=C(C=C3OC)C(=O)O)C)C=C1)F 2-(((1r,4r)-4-(6-((4-Cyano-2-fluorobenzyl)oxy)pyridin-2-yl)cyclohexyl)(methyl)amino)-4-methoxy-1-methyl-1H-benzo[d]imidazole-6-carboxylic acid